C1(CC1)CS(=O)(=O)NC1=CC=C(C=C1)C1=C2C(=NC(=C1)NC(=O)C1CC1)NC=C2 N-(4-(4-((cyclopropylmethyl)sulfonamido)phenyl)-1H-pyrrolo[2,3-b]pyridin-6-yl)cyclopropylcarboxamide